3-[4-(difluoromethyl)-2-fluoro-phenyl]-4-[4-[(3S)-1-(3-fluoropropyl)pyrrolidin-3-yl]oxyphenyl]-2H-thiochromen-7-ol FC(C1=CC(=C(C=C1)C=1CSC2=CC(=CC=C2C1C1=CC=C(C=C1)O[C@@H]1CN(CC1)CCCF)O)F)F